COC(=O)C1(CC1)C(=O)N1CCOCC1 1-(Morpholine-4-carbonyl)cyclopropanecarboxylic acid methyl ester